3-(4-(methoxymethyl)phenyl)-2-(4-propylphenethyl)-6-((tetrahydro-2H-pyran-2-yl)methoxy)pyridin-4-ol COCC1=CC=C(C=C1)C=1C(=NC(=CC1O)OCC1OCCCC1)CCC1=CC=C(C=C1)CCC